N=1C=NN2C1C=C(C=C2)OC2=C(C=C(C=C2)NC2=NC=NN1C2=C(C=C1)C1CN(C1)C(\C=C\CN1C[C@@H](CC1)F)=O)C (R,E)-1-(3-(4-((4-([1,2,4]triazolo[1,5-a]pyridin-7-yloxy)-3-methylphenyl)amino)pyrrolo[2,1-f][1,2,4]triazin-5-yl)azetidin-1-yl)-4-(3-fluoropyrrolidin-1-yl)but-2-en-1-one